(3-(3-methyl-1-(tetrahydro-2H-pyran-2-yl)-1H-pyrazol-5-yl)-5-((R)-3-methylmorpholino)isothiazolo[4,5-b]pyridin-7-yl)cyclopentane-1-carbonitrile CC1=NN(C(=C1)C1=NSC=2C1=NC(=CC2C2(CCCC2)C#N)N2[C@@H](COCC2)C)C2OCCCC2